ClC1=CC=C(C=C1)C1=NC2=C(N1CC1=C(OCCCCCC(=O)O)C=CC=C1)C=CC=C2 6-(2-((2-(4-chlorophenyl)-1H-benzo[d]imidazol-1-yl)methyl)phenoxy)hexanoic acid